tert-butyl (R)-(1-(7-(but-2-yn-1-yl)-3-methyl-1-((4-methylquinazolin-2-yl)methyl)-2,6-dioxo-2,3,6,7-tetrahydro-1H-purin-8-yl)piperidin-3-yl)carbamate C(C#CC)N1C(=NC=2N(C(N(C(C12)=O)CC1=NC2=CC=CC=C2C(=N1)C)=O)C)N1C[C@@H](CCC1)NC(OC(C)(C)C)=O